(1S,2S)-N-(8-Amino-6-(1-methyl-1H-pyrazol-4-yl)cinnolin-3-yl)-2-fluorocyclopropanecarboxamide NC=1C=C(C=C2C=C(N=NC12)NC(=O)[C@H]1[C@H](C1)F)C=1C=NN(C1)C